1,4-diamino-2,3-dihydroxyanthraquinone NC1=C(C(=C(C=2C(C3=CC=CC=C3C(C12)=O)=O)N)O)O